C(C=C)(=O)N1C[C@H](C[C@@H]1CF)N1N=C(C(=C1NC)C(=O)N)C#CC1=CC2=C(N(C=N2)C2CC2)C=C1F (3S,5R)-1-Acryloyl-5-(fluoromethyl)pyrrolidin-3-yl-3-((1-cyclopropyl-6-fluoro-1H-benzo[d]imidazol-5-yl)ethynyl)-5-(methylamino)-1H-pyrazole-4-carboxamide